BrC1=CC2=C(N=C(C(N2CCCC)=O)Cl)N=C1 7-bromo-1-butyl-3-chloro-pyrido[2,3-b]Pyrazine-2-one